2-((R)-1-(7,7-difluoro-2-((S)-2-methylazetidin-1-yl)-6,7-dihydro-5H-cyclopenta[d]pyrimidin-4-yl)pyrrolidin-3-yl)acetic acid FC1(CCC2=C1N=C(N=C2N2C[C@H](CC2)CC(=O)O)N2[C@H](CC2)C)F